(R)-1-(2,4-difluorobenzyl)-3-(3-fluoro-4-methoxybenzyl)-1-((1-methylpyrrolidin-3-yl)methyl)urea FC1=C(CN(C(=O)NCC2=CC(=C(C=C2)OC)F)C[C@H]2CN(CC2)C)C=CC(=C1)F